4-(4-morpholinylpyridin-2-yl)-7-methoxyquinazoline-4,6-diamine N1(CCOCC1)C1=CC(=NC=C1)C1(NC=NC2=CC(=C(C=C12)N)OC)N